(3S)-3-methyl-3-[5-[2-[4-(trifluoromethyl)anilino]-3-pyridyl]tetrazol-2-yl]pyrrolidin-2-one C[C@]1(C(NCC1)=O)N1N=C(N=N1)C=1C(=NC=CC1)NC1=CC=C(C=C1)C(F)(F)F